1-[[6-(2-chloro-4-fluoro-5-methoxy-phenyl)-3-(4-isoquinolinyl)-2,4-dioxo-thieno[3,2-d]pyrimidin-1-yl]methyl]cyclopropanecarbonitrile ClC1=C(C=C(C(=C1)F)OC)C1=CC=2N(C(N(C(C2S1)=O)C1=CN=CC2=CC=CC=C12)=O)CC1(CC1)C#N